OC1=C(C=CC(=C1)[N+](=O)[O-])/C=C/C#N (E)-3-(2-hydroxy-4-nitrophenyl)acrylonitrile